C(C1=CC=CC=C1)OC(=O)N1[C@H](CN(CC1)C=1C2=C(N=C(N1)C(=O)OC)CN(CC2)C2=CC=CC1=CC=CC(=C21)C)CC#N methyl (S)-4-(4-((benzyloxy) carbonyl)-3-(cyanomethyl) piperazin-1-yl)-7-(8-methylnaphthalen-1-yl)-5,6,7,8-tetrahydropyrido[3,4-d]pyrimidine-2-carboxylate